1-((6-chloropyridazin-3-yl)methyl)-4-cyclobutylpiperazine-2,3-dione ClC1=CC=C(N=N1)CN1C(C(N(CC1)C1CCC1)=O)=O